[(2R,3S)-7-[6-tert-butyl-7-(2-methoxyethyl)-5-methyl-pyrrolo[2,3-b]pyrazin-3-yl]-3-isobutyl-azepan-2-yl]methanol C(C)(C)(C)C1=C(C=2C(=NC(=CN2)C2CCC[C@H]([C@@H](N2)CO)CC(C)C)N1C)CCOC